COC1CC12CC(C2)C(=O)NC methoxy-N-methyl-spiro[2.3]hexane-5-carboxamide